2-[6-amino-5-[8-[2-[3-(3-methoxyazetidin-1-yl)prop-1-ynyl]-4-pyridyl]-3,8-diazabicyclo[3.2.1]octan-3-yl]pyridazin-3-yl]phenol NC1=C(C=C(N=N1)C1=C(C=CC=C1)O)N1CC2CCC(C1)N2C2=CC(=NC=C2)C#CCN2CC(C2)OC